ClC1=C2C=C(N(C2=CC(=C1Cl)OCCOC)C)C(=O)N[C@@]1(COCC1)C1=CC=C(C(=O)O)C=C1 |r| (±)-4-{3-[4,5-dichloro-6-(2-methoxyethoxy)-1-methyl-1H-indole-2-amido]oxolan-3-yl}benzoic acid